O=C1C(=CC2=C(N1)CCC2)C(=O)O 2-oxo-2,5,6,7-tetrahydro-1H-cyclopenta[b]pyridine-3-carboxylic acid